C1(=CC=CC=C1)S(=O)(=O)C12CC2C1 1-(Phenylsulfonyl)bicyclo[1.1.0]butane